2-((4H-1,2,4-triazol-4-yl)methyl)-4-methyl-6-((1-((2-(trimethylsilyl)ethoxy)methyl)-1H-pyrazol-3-yl)methyl)-4H-thiazolo[5',4':4,5]pyrrolo[2,3-d]pyridazin-5(6H)-one N=1N=CN(C1)CC=1SC2=C(N(C=3C(N(N=CC32)CC3=NN(C=C3)COCC[Si](C)(C)C)=O)C)N1